C(C1=CC=CC=C1)NC(NCC=1C=C2C=CC=NC2=CC1)=O 3-benzyl-1-[(quinolin-6-yl)methyl]urea